1-methylpyrazolo[3,4-d]pyrimidin CN1N=CC=2C1=NC=NC2